Cl.FC(C1=NC(=NO1)C1(CCNCC1)C)F 4-[5-(difluoromethyl)-1,2,4-oxadiazol-3-yl]-4-methylpiperidine monohydrochloride